3-Carboxyphenylboron C(=O)(O)C=1C=C(C=CC1)[B]